tert-butyl (R)-3-((S)-3-(4-(4-aminocyclohexyl)phenyl)-1-(tert-butoxy)-1-oxopropane-2-yl)pyrrolidine-1-carboxylate NC1CCC(CC1)C1=CC=C(C=C1)C[C@H](C(=O)OC(C)(C)C)[C@@H]1CN(CC1)C(=O)OC(C)(C)C